(1R,5s,8r)-3-benzyl-3-azabicyclo[3.2.1]octane-8-carbonitrile C(C1=CC=CC=C1)N1C[C@@H]2CC[C@H](C1)C2C#N